FC(COC(C(=O)Cl)=O)(F)F.FC1=C(C=CC(=C1)C(C(F)(F)F)(F)F)CN(C(C(N)=O)=O)C N'-[[2-Fluoro-4-(1,1,2,2,2-pentafluoroethyl)phenyl]methyl]-N'-methyl-oxamide 2,2,2-Trifluoroethyl-2-chloro-2-oxo-acetate